C=CC=CCCCC=CCC Undecene-3,8-diene